(R)-3-[2-(4-Difluoromethoxybenzoyl)-1,2,3,4-tetrahydroisoquinolin-5-yl]-3-(7-methoxy-1-methyl-1H-benzo[d][1,2,3]triazol-5-yl)propionic acid FC(OC1=CC=C(C(=O)N2CC3=CC=CC(=C3CC2)[C@H](CC(=O)O)C2=CC3=C(N(N=N3)C)C(=C2)OC)C=C1)F